N1(N=NC2=C1C=CC=C2)C2=C(C=NC1=CC=C(C=C21)C(=O)OCC)S(=O)(=O)C2=CC=C(C=C2)CC ethyl 4-(1H-benzo[d][1,2,3]triazol-1-yl)-3-((4-ethylphenyl)sulfonyl)quinoline-6-carboxylate